C(C)(C)(C)OC(=O)N1CC=2N=CN=CC2C1 5,7-dihydro-6H-pyrrolo[3,4-d]Pyrimidine-6-carboxylic acid tert-butyl ester